COC=1C(=NC=CC1C1=NN(C=N1)C)NC1=C(N=NC(=C1)NC(CN1CCOCC1)=O)C(=O)NC([2H])([2H])[2H] 4-{[3-Methoxy-4-(1-methyl-1H-1,2,4-triazol-3-yl)pyridin-2-yl]amino}-N-(2H3)methyl-6-[2-(morpholin-4-yl)acetamido]pyridazin-3-carboxamid